CC(C(=O)N1N=CCC1C1=CC=C(C=C1)C)(C)C 2,2-dimethyl-1-(5-(p-tolyl)-4,5-dihydro-1H-pyrazol-1-yl)propan-1-one